2-Chloro-N-{2-[4-(difluoromethyl)-1,3-thiazol-5-yl]-2-(4-{[(6-methylpyridin-2-yl)-oxy]methyl}piperidin-1-yl)ethyl}-6-fluorobenzamid ClC1=C(C(=O)NCC(N2CCC(CC2)COC2=NC(=CC=C2)C)C2=C(N=CS2)C(F)F)C(=CC=C1)F